methyl (4-iodo-5-methylpyridin-2-yl)carbamate IC1=CC(=NC=C1C)NC(OC)=O